9-(3-methoxy-2,6-dimethylphenyl)-6-morpholino-9H-pyrazino[2',3':4,5]pyrrolo[2,3-d]pyrimidin-4-ol COC=1C(=C(C(=CC1)C)N1C2=C(C3=C1N=CN=C3O)N=C(C=N2)N2CCOCC2)C